CN(C)CC1=C(C=CC=C1)C=1C=C(SC1)C(C)NC1=NC(=NC2=CC=C(C=C12)OC)OC 4-((1-(4-(2-((dimethylamino)methyl)phenyl)thiophen-2-yl)ethyl)amino)-6-methoxy-2-methoxyquinazoline